BrCC1=CC=C(C=C1)C(C)N1C[C@@H](N(C[C@H]1CC)C=1C2=C(N(C(N1)=O)C)C=CC(=N2)C#N)CC 4-((2S,5R)-4-(1-(4-(bromomethyl)phenyl)ethyl)-2,5-diethylpiperazin-1-yl)-1-methyl-2-oxo-1,2-dihydropyrido[3,2-d]Pyrimidine-6-carbonitrile